(1S,3S)-3-((2-(5-((((cyclobutyl-methyl)(methyl)carbamoyl)oxy)methyl)-1-methyl-1H-pyrazol-4-yl)-4-methyl-pyrimidin-5-yl)oxy)cyclohexane-1-carboxylic acid C1(CCC1)CN(C(=O)OCC1=C(C=NN1C)C1=NC=C(C(=N1)C)O[C@@H]1C[C@H](CCC1)C(=O)O)C